1-([1,1'-biphenyl]-4-carbonyl)-5-amino-1H-imidazole-4-carboxamide C1(=CC=C(C=C1)C(=O)N1C=NC(=C1N)C(=O)N)C1=CC=CC=C1